N[C@H](CC1=C(C=2N=NC=C(C2S1)NCC=1SC=CC1)C)[C@H](C)F 6-[(2R,3S)-2-amino-3-fluorobutyl]-7-methyl-N-[(thiophen-2-yl)methyl]thieno[3,2-c]pyridazin-4-amine